N-((S)-2-(dimethylamino)-3-(4-hydroxy-2,6-dimethylphenyl)propyl)-3-(5-fluoropyridin-3-yl)-3-(1-(trifluoromethyl)cyclopropyl)propanamide CN([C@H](CNC(CC(C1(CC1)C(F)(F)F)C=1C=NC=C(C1)F)=O)CC1=C(C=C(C=C1C)O)C)C